BrC=1C=C(C=2C=NN(C2C1)C)C#N 6-bromo-1-methyl-indazole-4-carbonitrile